C1(CCCC1)[C@@H](C)OC(=O)NC1=C(C=NN1C)C1=CC=C(C(=N1)C)NC(=O)[C@@H]1[C@H](CCCC1)C(=O)O (1S,2S)-2-((6-(5-((((R)-1-cyclopentylethoxy)carbonyl)amino)-1-methyl-1H-pyrazol-4-yl)-2-methylpyridin-3-yl)carbamoyl)cyclohexane-1-carboxylic acid